N-(4-(5-(furan-2-yl)-1,3,4-oxadiazol-2-yl)pyridin-2-yl)-2-methoxy-5-(trifluoromethyl)benzamide O1C(=CC=C1)C1=NN=C(O1)C1=CC(=NC=C1)NC(C1=C(C=CC(=C1)C(F)(F)F)OC)=O